C(C1=CC=CC=C1)NC(=O)C=1C=CC2=C(N(C(=N2)C=2C=C3C=CN=CC3=CC2)[C@H]2C[C@@H](CC2)C(NC)=O)C1 N-benzyl-2-(isoquinolin-6-yl)-1-((1R,3R)-3-(methylcarbamoyl)cyclopentyl)-1H-benzo[d]imidazole-6-carboxamide